tert-butyl ((3S,6S,10aS)-3-(6-(5-(difluoromethyl)pyridin-3-yl)-5,7-dioxo-4,6-diazaspiro[2.4]heptane-4-carbonyl)-5-oxodecahydropyrrolo[1,2-a]azocin-6-yl)carbamate FC(C=1C=C(C=NC1)N1C(N(C2(CC2)C1=O)C(=O)[C@@H]1CC[C@H]2N1C([C@H](CCCC2)NC(OC(C)(C)C)=O)=O)=O)F